(5-(cyclopent-1-en-1-yl)-6-methylpyridazin-3-yl)pyrimidine-2,4(1h,3h)-dione C1(=CCCC1)C=1C=C(N=NC1C)N1C(NC(C=C1)=O)=O